BrC1=CC=C(C=C1)C1=CC2=C(N=C3N(C2=S)CCC3)O1 2-(4-bromophenyl)-7,8-dihydrofuro[2,3-D]pyrrolo[1,2-a]pyrimidin-4(6H)-thione